C(C)(C)(C)OC(=O)NCCCC[C@@H](C)N1C(=NC2=C1C(=CC=C2)C2=NN=C(N2C)C)NC(=O)C=2C=C(C(=O)OC(C)(C)C)C=CC2 tert-butyl (R)-3-((1-(6-((tert-butoxycarbonyl)amino)hexan-2-yl)-7-(4,5-dimethyl-4H-1,2,4-triazol-3-yl)-1H-benzo[d]imidazol-2-yl)carbamoyl)benzoate